C(C)(C)(C)OC(=O)N1CCC(CC1)OC=1C=CC=2N(C(C=C(N2)C2=CC(=C(C=C2)OC)OC)=O)C1 4-(2-(3,4-dimethoxyphenyl)-4-oxo-4H-pyrido[1,2-a]pyrimidin-7-yloxy)piperidine-1-carboxylic acid tert-butyl ester